N(=[N+]=[N-])CC(=O)C1=CC=C(CNC(OCC2=CC=C(C=C2)[N+](=O)[O-])=O)C=C1 4-nitrobenzyl (4-(2-azidoacetyl)benzyl)carbamate